ClC1=CC=2C(C=3N(C2C=C1)C(C1=C(N3)C=NC=C1)=O)=O 9-chloropyrido[3',4':4,5]pyrimido[1,2-a]indole-5,11-dione